epoxypropyl-tetraepoxyxylenol C(CC)OC12C(C3=C(C4=C1O4)O3)C34OC2(O3)O4